N-[2-(1H-indol-3-yl)ethyl]-N-propan-2-ylpropan-2-amine N1C=C(C2=CC=CC=C12)CCN(C(C)C)C(C)C